N1C(CCC1C(=O)[O-])=O 2-pyrrolidone-5-formate